COC(NC1=CC=CC=C1)=O methylphenylcarbamate